tert-butyl 2-((3-amino-2-oxopyridin-1(2H)-yl)methyl)-4-isobutyl-1H-indole-1-carboxylate NC=1C(N(C=CC1)CC=1N(C2=CC=CC(=C2C1)CC(C)C)C(=O)OC(C)(C)C)=O